CC1=C(C=CC=C1Br)NC1=NSC2=C1C=C(C=C2)C(OC)OC 3-(2-Methyl-3-bromophenylamino)-5-(dimethoxymethyl)benzisothiazole